FC(CN1C(=NC=2C1=NC(=CC2)C2=CNC=1N=C(N=CC12)CC(C)C)C)F 3-(2,2-difluoroethyl)-5-(2-isobutyl-7H-pyrrolo[2,3-d]pyrimidin-5-yl)-2-methyl-3H-imidazo[4,5-b]pyridine